NC=1C=C(C=C2C=C(N=CC12)NC(=O)[C@H]1[C@@H](C1)C#N)C1=CC=2N(C=C1C)C=CN2 |r| (±)-trans-N-(8-amino-6-(6-methylimidazo[1,2-a]pyridin-7-yl)isoquinolin-3-yl)-2-cyanocyclopropanecarboxamide